4-fluoro-4-(4-methyl-4H-1,2,4-triazol-3-yl)piperidine hydrochloride Cl.FC1(CCNCC1)C1=NN=CN1C